bis[5-(1-pyrrolidinecarbonyloxy)-2-chloro-4-fluorophenyl] disulfide N1(CCCC1)C(=O)OC=1C(=CC(=C(C1)SSC1=C(C=C(C(=C1)OC(=O)N1CCCC1)F)Cl)Cl)F